FC(C1CC(C1)C=1C(=C(OC2=NC=CC(=N2)C2C3(CNC3)CCN(C2)C(=O)[O-])C=CC1F)C(C)C)F 5-(2-(((1s,3s)-3-(difluoromethyl) cyclobutyl) (isopropyl)-4-fluorophenoxy) pyrimidin-4-yl)-2,7-diazaspiro[3.5]nonane-7-carboxylate